ON1N(C=NC1NC=1C=CC=NC1)C1=NC=C(C=C1)C(F)(F)F N'-hydroxy-5-((1-(5-(trifluoromethyl)pyridin-2-yl)-1H-1,2,4-triazol-3-yl)amino)pyridine